ClC=1C(=NC(=NC1)NC1CCOCC1)C1=CC=C2CN(C(C2=C1)=O)[C@@H](C(=O)N[C@H](CO)C1=NC(=CC=C1)N(C)C)C (2R)-2-(6-{5-Chloro-2-[(oxan-4-yl)amino]pyrimidin-4-yl}-1-oxo-2,3-dihydro-1H-isoindol-2-yl)-N-[(1S)-1-[6-(dimethylamino)pyridin-2-yl]-2-hydroxyethyl]propanamid